Cl.ClC=1C=C(CNC2CC3=C(C=CC(=C3CC2)OC)OC)C=C(C1)C N-(3-chloro-5-methylbenzyl)-5,8-dimethoxy-1,2,3,4-tetrahydronaphthalene-2-amine hydrochloride